N-{2-[(2S,4R)-2-{[(S)-(4-cyclopropyl-3-fluorophenyl)(phenyl)methyl]carbamoyl}-4-fluoropyrrolidin-1-yl]-2-oxoethyl}morpholine-4-carboxamide C1(CC1)C1=C(C=C(C=C1)[C@H](C1=CC=CC=C1)NC(=O)[C@H]1N(C[C@@H](C1)F)C(CNC(=O)N1CCOCC1)=O)F